N,N'''-dineopentyl-N,N',N'',N'''-tetramethyl(triethylenetetramine) C(C(C)(C)C)N(CCN(CCN(CCN(C)CC(C)(C)C)C)C)C